2-((1-(7-Fluoro-1-oxo-1,2-dihydroisoquinolin-4-yl)ethyl)amino)ethane-1-sulfonamide FC1=CC=C2C(=CNC(C2=C1)=O)C(C)NCCS(=O)(=O)N